6-(3,5-dichloro-4-((4'-chloro-2'-oxospiro[cyclopropane-1,3'-indolin]-5'-yl)oxy)phenyl)-2-methyl-1,2,4-triazine-3,5(2H,4H)-dione ClC=1C=C(C=C(C1OC=1C(=C2C3(C(NC2=CC1)=O)CC3)Cl)Cl)C=3C(NC(N(N3)C)=O)=O